BrC=1C=CC(=C(C1)C#CC=1C=CC(=NC1)C(=O)O)NS(=O)(=O)C=1C=CC(=C2C=CC=NC12)OC 5-{2-[5-bromo-2-(5-methoxyquinoline-8-sulfonamido)phenyl]ethynyl}pyridine-2-carboxylic acid